C1=CC(=CC(=C1)Cl)Cl 3-dichlorobenzene